ClC1=CC=C(C=C1)[C@H]([C@@H](C(=O)O)C)N1[C@@](C2=C(C=C(C=C2C1=O)C1(OC1)C1CCOCC1)F)(OC)C1=CC=C(C=C1)Cl (2S,3S)-3-(4-Chlorophenyl)-3-[(1R)-1-(4-chlorophenyl)-7-fluoro-1-methoxy-5-[2-(oxan-4-yl)oxiran-2-yl]-3-oxo-2,3-dihydro-1H-isoindol-2-yl]-2-methylpropanoic acid